C(C)OC(C(C1C(C2=CC=CC=C2CC1)=O)=O)=O.COCC[P+](C)(C)CCOC di(2-methoxyethyl)dimethyl-phosphonium ethyl-2-oxo-2-(1-oxo-1,2,3,4-tetrahydronaphthalen-2-yl)acetate